2,6-Difluoro-N-(1H-pyrazol-3-yl)benzamide FC1=C(C(=O)NC2=NNC=C2)C(=CC=C1)F